C/C(=C\\CO)/CC[C@@H]1C(=C)CC[C@@H]2[C@@]1(CCCC2(C)C)C The molecule is a labdane diterpenoid in which the labdane skeleton has double bonds at positions 8(17) and 13 (the latter with E-stereochemistry) and carries a hydroxy group at the terminal C-15 position. It has a role as a metabolite. It is a labdane diterpenoid and a primary alcohol.